COC(=O)[C@H]1N(C[C@@H](C1)OS(=O)(=O)C)C(=O)OC(C)(C)C (2S,4R)-4-((methylsulfonyl)oxy)pyrrolidine-1,2-dicarboxylic acid 1-(tert-butyl) 2-methyl ester